[2-fluoro-4-(trifluoromethyl)phenyl]boronic acid FC1=C(C=CC(=C1)C(F)(F)F)B(O)O